C1(=CC=CC=C1)[C@@H](C=C)N1C=CC=C1 (R)-1-(1-phenylallyl)pyrrole